diglycolic acid chloride C(COCC(=O)Cl)(=O)Cl